tert-butyl (E)-4-(2-(5-cyclopropyl-3-(2,6-dichlorophenyl)isoxazol-4-yl)vinyl)piperidine-1-carboxylate C1(CC1)C1=C(C(=NO1)C1=C(C=CC=C1Cl)Cl)/C=C/C1CCN(CC1)C(=O)OC(C)(C)C